Methyl 2-amino-6-(benzyloxy)-9,10-dichloro-[1,2,4]triazolo[5,1-a]isoquinoline-5-carboxylate NC1=NN2C(C3=C(C(=CC=C3C(=C2C(=O)OC)OCC2=CC=CC=C2)Cl)Cl)=N1